FC(S(=O)(=O)NCCOC1=CC=CC=C1)(F)F trifluoromethanesulfonyl-(2-phenoxy)ethylamine